ClCC=1C=C(C2=C(N=C(O2)C2=NC(=CC(=C2)C2=C(C=C(C#N)C=C2)C2=NN=CN2C)C2CC2)C1)F 4-{2-[5-(Chloromethyl)-7-fluoro-1,3-benzoxazol-2-yl]-6-cyclopropylpyridin-4-yl}-3-(4-methyl-1,2,4-triazol-3-yl)benzonitrile